S1C=NC(=C1)C1=CC=2N(C=C1)C(=CN2)C(=O)OCC ethyl 7-(thiazol-4-yl)imidazo[1,2-a]pyridine-3-carboxylate